C1(CC1)C1=NC(=NN1C)C1=CC=C(C=C1)NC(C1=CC(=CC=C1)CN1CCS(CC1)(=O)=O)=O N-[4-(5-Cyclopropyl-1-methyl-1,2,4-triazol-3-yl)phenyl]-3-[(1,1-dioxo-1,4-thiazinan-4-yl)methyl]benzamide